C1(CC1)C1=NN(C=N1)C1CC2(CN(C2)C(=O)N2CC3(C2)CN(C3)CC3=CN=C(S3)C(F)F)C1 [6-(3-cyclopropyl-1,2,4-triazol-1-yl)-2-azaspiro[3.3]heptan-2-yl]-[6-[[2-(difluoromethyl)thiazol-5-yl]methyl]-2,6-diazaspiro[3.3]heptan-2-yl]methanone